N-(2-(2-(((1R,5S,6s)-3-azabicyclo[3.1.0]hexan-6-yl)oxy)-6-(4-fluorophenyl)pyridin-4-yl)butan-2-yl)-2-methylpropane-2-sulfinamide [C@@H]12CNC[C@H]2C1OC1=NC(=CC(=C1)C(C)(CC)NS(=O)C(C)(C)C)C1=CC=C(C=C1)F